O1CCN(CC1)C1=C(C(=O)OC)C=C(C=N1)C1=CC(=CC=C1)C(NC1=CC=C(C=C1)OCCC1=CC=CC=C1)=O methyl 2-morpholino-5-(3-((4-phenethoxyphenyl)carbamoyl)phenyl)nicotinate